(1S)-1-[2-[3-(difluoromethyl)-5-methyl-pyrazol-1-yl]-6-[5-[(6-methylpyridazin-3-yl)amino]benzimidazol-1-yl]-3-pyridyl]ethanol FC(C1=NN(C(=C1)C)C1=NC(=CC=C1[C@H](C)O)N1C=NC2=C1C=CC(=C2)NC=2N=NC(=CC2)C)F